BrC1=CC2=C(N(C=N2)C2=CC=C(C(=N2)N2N=C(C=C2C)C#N)C2CC2)C=C1 1-[6-(5-bromobenzimidazol-1-yl)-3-cyclopropyl-2-pyridyl]-5-methyl-pyrazole-3-carbonitrile